tert-butyl ((1r,4r)-4-(((2-fluoro-6-(4-(trifluoromethyl)piperidin-1-yl)pyridin-3-yl)amino)methyl)cyclohexyl)carbamate FC1=NC(=CC=C1NCC1CCC(CC1)NC(OC(C)(C)C)=O)N1CCC(CC1)C(F)(F)F